Cl.C(CCCCCCC\C=C\CCCCCCCC)(=O)OC(C[NH+](CCCC[NH+](CCCCCCCCCCCCCC)CC(CC)OC(CCCCCCC\C=C\CCCCCCCC)=O)CCCCCCCCCCCCCC)CC N1,N4-bis(2-(((E)-octadec-9-enoyl)oxy)butyl)-N1,N4-ditetradecylbutane-1,4-diaminium hydrochloride salt